C(C)(C)N1N=C(C=C1C1[C@H]2CC(C[C@@H]12)N1CCOCCC1)C1=CC(=CC=C1)C(F)(F)F 4-((1R,3s,5S,6r)-6-(1-isopropyl-3-(3-(trifluoromethyl)phenyl)-1H-pyrazol-5-yl)bicyclo[3.1.0]hexane-3-yl)-1,4-oxaazepane